tert-butyl 4-hydroxy-2-methoxy-5,7-dihydro-6H-pyrrolo[3,4-d]pyrimidine-6-carboxylate OC=1C2=C(N=C(N1)OC)CN(C2)C(=O)OC(C)(C)C